O1C(NC2=NC=CC=C21)=O oxazolo[4,5-b]pyridin-2-one